2-(cyclopropylethynyl)-N-(2,2-difluoroethyl)-9-((3aR,3bR,4aS,5R,5aS)-2,2-dimethylhexahydrocyclopropa[3,4]cyclopenta[1,2-d][1,3]dioxol-5-yl)-9H-purin-6-amine C1(CC1)C#CC1=NC(=C2N=CN(C2=N1)[C@@H]1[C@@H]2[C@H]([C@@H]3[C@H]1OC(O3)(C)C)C2)NCC(F)F